CC=1N(C=CN1)N(C(=O)N)N1C(=NC=C1)C N,N-bis(2-methyl-1-imidazolyl)urea